CSC(C(=O)N1C(CCCC1)C=1NC=CN1)C 2-(1-(2-(methylthio)propanoyl)piperidin-2-yl)-1H-imidazol